(Z)-1-(2-acetyl-4-(1-(4-(trifluoromethoxy)phenyl)-1H-1,2,4-triazol-3-yl)phenyl)-3-(3-(5-methyl-2-(3,3,3-trifluoropropoxy)phenyl)-4-oxothiazolidin-2-ylidene)urea C(C)(=O)C1=C(C=CC(=C1)C1=NN(C=N1)C1=CC=C(C=C1)OC(F)(F)F)NC(=O)\N=C\1/SCC(N1C1=C(C=CC(=C1)C)OCCC(F)(F)F)=O